O1CCN(CC1)S(=O)(=O)C=1C=C(C=CC1)NC1=NC(=NC=C1)N N4-(3-(morpholinosulfonyl)phenyl)pyrimidine-2,4-diamine